ClCCCC(=O)N(C)C=1C2=C(N(N1)C(CCCCl)=O)CSC2 4-chloro-N-[1-(4-chlorobutanoyl)-4,6-dihydrothieno[3,4-c]pyrazol-3-yl]-N-methyl-butanamide